4-(2,6-bis(2H-tetrazol-5-yl)pyridin-4-yl)phenol N=1NN=NC1C1=NC(=CC(=C1)C1=CC=C(C=C1)O)C=1N=NNN1